(Z)-1-(4-bromobutoxy)octadec-9-ene BrCCCCOCCCCCCCC\C=C/CCCCCCCC